(3,4-dichlorophenyl)-4-{4-[3-(morpholine-4-carbonyl)phenyl]-2-oxo-2,3-dihydro-1H-1,3-benzodiazol-1-yl}piperidine-1-carboxamide ClC=1C=C(C=CC1Cl)C1N(CCC(C1)N1C(NC2=C1C=CC=C2C2=CC(=CC=C2)C(=O)N2CCOCC2)=O)C(=O)N